FC1=CC2=C(C=C1OC)CO[C@@H]1[C@H]2NCCC1 Cis-(4aS,10bS)-9-fluoro-8-methoxy-2,3,4,4a,6,10b-hexahydro-1H-isochromeno[4,3-b]pyridine